CC1=CC=C(C=C1)S(=O)(=O)OCC1CC(C1)OC1=CC=C(C=C1)NC(=O)OC(C)(C)C (3-(4-((tert-butoxycarbonyl)amino)phenoxy)cyclobutyl)methyl 4-methylbenzenesulfonate